NC1=NC(=C(C=2N1C(N(N2)CC2(CCNCC2)CC2=CC=CC=C2)=O)C2=CC(=NC(=C2)C)C)C2=CC=CC=C2 5-amino-2-[(4-benzyl-4-piperidinyl)methyl]-8-(2,6-dimethyl-4-pyridinyl)-7-phenyl-[1,2,4]triazolo[4,3-c]pyrimidin-3-one